4-(((1r,3r)-3-(3-Chloro-4-cyanophenoxy)-2,2,4,4-tetramethylcyclobutyl)carbamoyl)bicyclo[2.2.2]octane-1-carboxylic acid ClC=1C=C(OC2C(C(C2(C)C)NC(=O)C23CCC(CC2)(CC3)C(=O)O)(C)C)C=CC1C#N